NC1=NC(=CC(N1C1=C(C(=CC=C1)Cl)Cl)=O)N1CCC2([C@@H]([C@@H](OC2)C)N)CC1 2-amino-6-[(3S,4S)-4-amino-3-methyl-2-oxa-8-azaspiro[4.5]decan-8-yl]-3-(2,3-dichlorophenyl)-3,4-dihydropyrimidin-4-one